ethyl (E)-3-[4-(hydroxymethyl)phenyl]-2-propenoate OCC1=CC=C(C=C1)/C=C/C(=O)OCC